OC1CCN(CC1)C(=O)[C@@H]1C[C@@H](CN1)SC1=C(N2C([C@@H]([C@H]2[C@H]1C)[C@@H](C)NS(=O)(=O)C)=O)C(=O)O (4R,5S,6S)-3-((3S,5S)-5-(4-Hydroxypiperidine-1-carbonyl)pyrrolidin-3-ylthio)-4-methyl-6-((R)-1-(methylsulfonamido)ethyl)-7-oxo-1-azabicyclo[3.2.0]hept-2-ene-2-carboxylic acid